[Ni]=O.[Cu].[Ti] titanium copper nickel oxide